Methyl-2,3,4-tri-O-acetyl-β-D-glucopyranuronosyl azide C[C@@]1([C@H](OC(C)=O)[C@@H](OC(C)=O)[C@H](OC(C)=O)[C@H](O1)C(=O)O)N=[N+]=[N-]